CN1CCN(CC1)C1=CC=C(C=C1)SNC1=C(C=CC=C1)[N+](=O)[O-] ((4-(4-methylpiperazin-1-yl)phenyl)thio)-2-nitroaniline